(R)-3-cyclopentyl-3-(4-(5-methyl-2-((1-methyl-1H-benzo[d]imidazol-6-yl)amino)pyrimidin-4-yl)-1H-pyrazol-1-yl)propanenitrile C1(CCCC1)[C@@H](CC#N)N1N=CC(=C1)C1=NC(=NC=C1C)NC=1C=CC2=C(N(C=N2)C)C1